5-(2-isopropyl-4-methoxyphenoxy)pyrimidine-2,4,6-triol C(C)(C)C1=C(OC=2C(=NC(=NC2O)O)O)C=CC(=C1)OC